BrC1=C2C(=C(C=C1)F)N(C(C21CCN(CC1)C(=O)C=1C=C2C(=NC1)NN=C2)=O)CC(=O)NCC(F)(F)F 2-[4-bromo-7-fluoro-2-oxo-1'-(1H-pyrazolo[3,4-b]pyridine-5-carbonyl)spiro[indole-3,4'-piperidin]-1-yl]-N-(2,2,2-trifluoroethyl)acetamide